7-((4-(2,4-difluorophenyl)piperazin-1-yl)methyl)-3-ethyl-3,4-dihydroquinazolin-2(1H)-one FC1=C(C=CC(=C1)F)N1CCN(CC1)CC1=CC=C2CN(C(NC2=C1)=O)CC